((7-(5-chloro-6-oxo-1,6-dihydropyridazin-4-yl)-5,6,7,8-tetrahydroimidazo[1,2-a]pyrazin-3-yl)methyl)-3-(trifluoromethyl)benzonitrile ClC1=C(C=NNC1=O)N1CC=2N(CC1)C(=CN2)CC2=C(C#N)C=CC=C2C(F)(F)F